O=C1NC(CCC1N1C(C2=CC=C(C=C2C1=O)NCCOCCC(N1CCC(CC1)N1N=CC(=C1)C1=NC2=CC=CC=C2N=C1)=O)=O)=O 2-(2,6-dioxopiperidin-3-yl)-5-((2-(3-oxo-3-(4-(4-(quinoxalin-2-yl)-1H-pyrazol-1-yl)piperidin-1-yl)propoxy)ethyl)amino)isoindoline-1,3-dione